C(C)N1C=2CCCCC2C2CCCCC12 9-ethyl-2,3,4,4a,5,6,7,8,9,9a-decahydro-1H-carbazole